[Pb]=S.[Mo] molybdenum-lead sulfide